F[B-](F)(F)F.C1(CCCCC1)[PH+](C1CCCCC1)C1CCCCC1 Tricyclohexylphosphonium tetra-fluoroborat